FC=1C=C(C=CC1F)C(C(F)(F)F)=O 1-(3,4-difluorophenyl)-2,2,2-trifluoroethan-1-one